(S)-6-(1-amino-1,3-dihydrospiro[indene-2,4'-piperidine]-1'-yl)-3-(1-(2-methylpyridin-4-yl)vinyl)-1,5-dihydro-4H-pyrazolo[3,4-d]pyrimidin-4-one N[C@@H]1C2=CC=CC=C2CC12CCN(CC2)C=2NC(C1=C(N2)NN=C1C(=C)C1=CC(=NC=C1)C)=O